1-bromo-3-chloro-5-(methyl-d3)benzene BrC1=CC(=CC(=C1)C([2H])([2H])[2H])Cl